NC(CO)C1=CC=C(C=C1)C1=C(C=NC=C1)C 2-amino-2-(4-(3-methylpyridin-4-yl)phenyl)ethan-1-ol